2,4,6-trimethyl-aminomethyl-phenol CC1=C(C(=CC(=C1CN)C)C)O